[7-benzyloxy-1-(6-benzyloxyhexyl)heptyl]imidazole-1-carboxylate C(C1=CC=CC=C1)OCCCCCCC(CCCCCCOCC1=CC=CC=C1)OC(=O)N1C=NC=C1